Ethyl 5-(bromomethyl)-1-[4-chloro-2-(2-fluorobenzoyl)phenyl]-1H-pyrazole-4-carboxylate BrCC1=C(C=NN1C1=C(C=C(C=C1)Cl)C(C1=C(C=CC=C1)F)=O)C(=O)OCC